4-(3-(2-(dimethylamino)-ethyl)-1H-indol-1-yl)-2,2-dimethyl-4-oxobutanoic acid HCl salt Cl.CN(CCC1=CN(C2=CC=CC=C12)C(CC(C(=O)O)(C)C)=O)C